1-methoxy-3-(1,1,1-trifluoropropan-2-yl)benzene COC1=CC(=CC=C1)C(C(F)(F)F)C